N-(1-azabicyclo[2.2.2]octan-3-yl)-6-chloro-4-methyl-3-oxo-1,4-benzoxazine-8-carboxamide N12CC(C(CC1)CC2)NC(=O)C2=CC(=CC=1N(C(COC12)=O)C)Cl